(Rac)-tert-butyl 2-[7-[1-[2-amino-4-(trifluoromethoxy)benzoyl]-4-piperidyl]-3H-imidazo[4,5-b]pyridin-2-yl]morpholine-4-carboxylate NC1=C(C(=O)N2CCC(CC2)C2=C3C(=NC=C2)NC(=N3)[C@H]3CN(CCO3)C(=O)OC(C)(C)C)C=CC(=C1)OC(F)(F)F |r|